C(CCC)[Sn](OC(CCCCCCCCCCC)=O)(OC(CCCCCCCCCCC)=O)CCCC dibutyl-bis(1-oxododecyloxy)tin